C(C)(C)(C)OC(=O)NCCCC[C@H](C)N1C(=NC2=C1C(=CC=C2)C2=NC(=NO2)C)NC(=O)C=2C=C(C(=O)OC(C)(C)C)C=CC2 tert-butyl (S)-3-((1-(6-((tert-butoxycarbonyl)amino)hexan-2-yl)-7-(3-methyl-1,2,4-oxadiazol-5-yl)-1H-benzo[d]imidazol-2-yl)carbamoyl)benzoate